2-bromo-4-((cis)-3-methoxycyclobutyl)-6-(methylsulfonyl)pyridine BrC1=NC(=CC(=C1)[C@@H]1C[C@@H](C1)OC)S(=O)(=O)C